2-Chloro-4-(8-(6-(3-((4-(3-((2,6-dioxopiperidin-3-yl)amino)phenyl)-piperidin-1-yl)methyl)-azetidine-1-carbonyl)pyridazin-3-yl)-3-methyl-2,8-diazaspiro[4.5]decan-2-yl)benzonitrile ClC1=C(C#N)C=CC(=C1)N1CC2(CC1C)CCN(CC2)C=2N=NC(=CC2)C(=O)N2CC(C2)CN2CCC(CC2)C2=CC(=CC=C2)NC2C(NC(CC2)=O)=O